C(C1=CC=CC=C1)OC=1C(=CC(=C(C1)CC1=NC2=C(N1)C=CC(=C2)C(=O)NC2(CC2)C(F)(F)F)F)C(C)(C)O 2-[[5-benzyloxy-2-fluoro-4-(1-hydroxy-1-methyl-ethyl)phenyl]methyl]-N-[1-(trifluoromethyl)cyclopropyl]-1H-benzoimidazole-5-carboxamide